C(#N)C=1C=CC(=C(C1)NS(=O)(=O)C=1C=C(C(=O)O)C=CC1C1CC1)C1NCCCC1 3-(N-(5-cyano-2-(piperidin-2-yl)phenyl)sulfamoyl)-4-cyclopropylbenzoic acid